2-(6-(cyclopropanesulfonylamino)pyridin-2-yl)-N-(4-(5-methoxypyridin-3-yl)phenyl)acetamide C1(CC1)S(=O)(=O)NC1=CC=CC(=N1)CC(=O)NC1=CC=C(C=C1)C=1C=NC=C(C1)OC